ClC(C[Ti](N)CC)(Cl)Cl trichlorodiethyl-aminotitanium